The molecule is a triple-stranded DNA polynucleotide consisting of two strands of thymidine and residues, with a complementary strand of deoxyadenosine residues, all residues in each strand being connected by 3'->5' phosphodiester linkages. It contains a poly(deoxythymidylic acid) and a poly(deoxyadenylic acid). CC1=CN(C(=O)NC1=O)[C@H]2C[C@@H]([C@H](O2)COP(=O)(O)O[C@H]3C[C@@H](O[C@@H]3COP(=O)(O)O[C@H]4C[C@@H](O[C@@H]4COP(=O)(O)O)N5C=C(C(=O)NC5=O)C)N6C=C(C(=O)NC6=O)C)O.CC1=CN(C(=O)NC1=O)[C@H]2C[C@@H]([C@H](O2)COP(=O)(O)O[C@H]3C[C@@H](O[C@@H]3COP(=O)(O)O[C@H]4C[C@@H](O[C@@H]4COP(=O)(O)O)N5C=C(C(=O)NC5=O)C)N6C=C(C(=O)NC6=O)C)O.C1[C@@H]([C@H](O[C@H]1N2C=NC3=C(N=CN=C32)N)COP(=O)(O)O[C@H]4C[C@@H](O[C@@H]4COP(=O)(O)O[C@H]5C[C@@H](O[C@@H]5COP(=O)(O)O)N6C=NC7=C(N=CN=C76)N)N8C=NC9=C(N=CN=C98)N)O